CN(CCCCOC1=NC=C(C=C1NS(=O)(=O)C1=CC=CC=C1)C1=CC=2C3=C(C=NC2C=C1)N(C(C31CC1)=O)C)C N-(2-(4-(Dimethylamino)butoxy)-5-(3'-methyl-2'-oxo-2',3'-dihydrospiro[cyclopropane-1,1'-pyrrolo[2,3-c]quinolin]-8'-yl)pyridin-3-yl)benzenesulfonamide